4-iodo-2-[(4-methoxy-6-methyl-1,3,5-triazin-2-yl)carbamoyl-sulfamoyl]benzoic acid IC1=CC(=C(C(=O)O)C=C1)S(NC(NC1=NC(=NC(=N1)OC)C)=O)(=O)=O